C(C)OC(=O)C=1C(=CC2=C(N(C(O2)=O)C)C1)N 6-amino-3-methyl-2-oxo-2,3-dihydrobenzo[d]oxazole-5-carboxylic acid ethyl ester